6-trifluoromethoxy-chroman-3-carboxylic acid FC(OC=1C=C2CC(COC2=CC1)C(=O)O)(F)F